2-(3,5-Dimethylphenyl)-5,7-diisopropylquinoline iridium [Ir].CC=1C=C(C=C(C1)C)C1=NC2=CC(=CC(=C2C=C1)C(C)C)C(C)C